((1S,2R)-2-aminocyclohexyl)carbamate N[C@H]1[C@H](CCCC1)NC([O-])=O